ClC1=CN(C2=NC=C(C=C21)C(=O)N2CCC(CC2)F)C2=CC=C(C=C2)OC (3-chloro-1-(4-methoxyphenyl)-1H-pyrrolo[2,3-b]pyridin-5-yl)(4-fluoropiperidin-1-yl)methanone